C(C)(C)OC1=CC(=NC=C1)C1=NSC(=N1)NC1=NC=C(C=C1NC)C(F)(F)F N2-(3-(4-Isopropoxypyridin-2-yl)-1,2,4-thiadiazol-5-yl)-N3-methyl-5-(trifluoromethyl)pyridine-2,3-diamine